C(C)(=O)OCC1=NC=C(C=C1)N1C[C@H](CCC1)NC(=O)OC(C)(C)C {5-[(3S)-3-{[(tert-butoxy)carbonyl]amino}piperidin-1-yl]pyridin-2-yl}methyl acetate